The molecule is a maleate ester resulting from the formal condensation of both carboxy groups of maleic acid with methanol. It is commonly used as a dienophile for Diels-Alder-type cycloaddition reactions in organic synthesis. It is a maleate ester, a diester and a methyl ester. It derives from a methanol. COC(=O)/C=C\\C(=O)OC